(S)-1-(8,9-Difluoro-6-oxo-1,4,5,6-tetrahydro-2H-pyrano[3,4-c]isoquinolin-1-yl)-1-methyl-3-(1-(trifluoromethyl)cyclopropyl)urea FC=1C(=CC=2C3=C(NC(C2C1)=O)COC[C@H]3N(C(=O)NC3(CC3)C(F)(F)F)C)F